S(=O)(=O)(O)C1=CC=C(C)C=C1.C(=O)O.C[C@H]1C[C@H](NCC1)CC (2R,4R)-4-methyl-2-ethyl-piperidine formate tosylate